1-(2-pyridyl)-8-chloro-6-fluoro-1,4-dihydro-7-pyrrolidinyl-4-oxo-3-quinolinecarboxylic acid N1=C(C=CC=C1)N1C=C(C(C2=CC(=C(C(=C12)Cl)N1CCCC1)F)=O)C(=O)O